2-methyl-2-(4-(2-methyl-8-(2-morpholinopyrimidin-5-yl)-1H-imidazo[4,5-c]quinolin-1-yl)phenyl)propionitrile CC(C#N)(C)C1=CC=C(C=C1)N1C(=NC=2C=NC=3C=CC(=CC3C21)C=2C=NC(=NC2)N2CCOCC2)C